diglycerol benzoate C(C1=CC=CC=C1)(=O)O.OCC(O)CO.OCC(O)CO